C(C)C1=NC(=CC=C1N1C[C@@H](CC1)C(C(=O)OC)(C)C)C=1N=NN(C1COC1OCCCC1)C methyl 2-[(3S)-1-(2-ethyl-6-{1-methyl-5-[(oxan-2-yloxy)methyl]-1H-1,2,3-triazol-4-yl}pyridin-3-yl)pyrrolidin-3-yl]-2-methylpropanoate